C1=CC=CC=2C3=CC=CC=C3C(C12)COC(=O)N[C@H](C[C@H]1N(CCC1)C(=O)OC(C)(C)C)CSC1=CC=CC=C1 Tert-butyl (S)-2-((R)-2-((((9H-fluoren-9-yl)methoxy)carbonyl)amino)-3-(phenylthio)propyl)pyrrolidine-1-carboxylate